4-(5-(1-methyl-1H-imidazol-4-yl)benzo[d]oxazol-2-yl)picolinic acid ethyl ester C(C)OC(C1=NC=CC(=C1)C=1OC2=C(N1)C=C(C=C2)C=2N=CN(C2)C)=O